C(C1=CC=CC=C1)(=O)OC[C@@H]1O[C@H]([C@@H]([C@]1(CC(=O)[O-])C)CC(=O)[O-])N1C=C(C2=C(C=CC=C12)Cl)I (2R,3R,4R,5R)-2-((benzoyloxy) methyl)-5-(4-chloro-3-iodo-1H-indol-1-yl)-3-methyltetrahydrofuran-3,4-diyldiacetate